OCC1(COCC1)O 3-(hydroxymethyl)tetrahydrofuran-3-ol